ClC=1C(=NC=CC1)C(=O)NC1(CCN(CC1)C1=NC=C(C=C1)C=1C=2N(C=C(C1)OCC1(CC1)C#N)N=CC2C#N)C 3-Chloro-N-(1-(5-(3-cyano-6-((1-cyanocyclopropyl)methoxy)pyrazolo[1,5-a]pyridine-4-yl)pyridin-2-yl)-4-methylpiperidin-4-yl)picolinamide